2-(2-fluoro-5-((R or S)-1-(((S)-phenyl((R)-1,2,3,4-tetrahydro-1,5-naphthyridin-3-yl)methyl)amino)propan-2-yl)phenyl)-2-methylpropanoic acid FC1=C(C=C(C=C1)[C@H](CN[C@@H]([C@H]1CNC2=CC=CN=C2C1)C1=CC=CC=C1)C)C(C(=O)O)(C)C |o1:7|